methyl 5-[5-(2-{5-[(5-bromo-2-nitrophenyl) amino]-2,2-dimethylpiperidin-1-yl} ethoxy)-1-methylpyrazol-4-yl]-1-methyl-6-oxopyridine-3-carboxylate BrC=1C=CC(=C(C1)NC1CCC(N(C1)CCOC1=C(C=NN1C)C1=CC(=CN(C1=O)C)C(=O)OC)(C)C)[N+](=O)[O-]